C(CCCCCC(C)C)C1(C(=O)O)C(C(=O)O)(C=CC=C1)CCCCCCC(C)C.C(C)(C)(C)C1=CC=C(C=C1)COC(F)(F)F 1-tert-butyl-4-(trifluoromethoxy)methylbenzene 1,2-diisononyl-phthalate